CN(C(SCCCS(=O)(=O)O)=S)C N,N-dimethyldithiocarbamic acid, (3-sulfopropyl) ester